C(C)OC1=NN(C=C1)C ethoxy(methyl)-1H-pyrazole